N-{(2S,3R,4S)-1-(azetidine-1-carbonyl)-4-fluoro-2-[(2,3',5'-trifluoro[1,1'-biphenyl]-3-yl)methyl]pyrrolidin-3-yl}ethanesulfonamide N1(CCC1)C(=O)N1[C@H]([C@H]([C@H](C1)F)NS(=O)(=O)CC)CC=1C(=C(C=CC1)C1=CC(=CC(=C1)F)F)F